C(C1=CC=CC=C1)(C1=CC=CC=C1)N(C=1N(C(C(=C(N1)C(=O)NC1=CC=NN1C)O)=O)C)C 2-(benzhydryl(methyl)amino)-5-hydroxy-1-methyl-N-(1-methyl-1H-pyrazol-5-yl)-6-oxo-1,6-dihydropyrimidine-4-carboxamide